thiazolo[5,4-d]thiazole tetrabromide [Br-].[Br-].[Br-].[Br-].S1C=NC2=C1N=CS2